tert-butyl (1-((5-cyclohexylthiazol-2-yl)carbamoyl)azetidin-3-yl)carbamate C1(CCCCC1)C1=CN=C(S1)NC(=O)N1CC(C1)NC(OC(C)(C)C)=O